[1,2,5]Oxadiazol-4-amine O1N=CC(=N1)N